tert-butyl ((1R,4S)-2-oxobicyclo[2.2.1]heptan-1-yl)carbamate O=C1[C@]2(CC[C@H](C1)C2)NC(OC(C)(C)C)=O